N[C@@H](CC(=O)O)CC1=C(C=CC=C1)C(F)(F)F (R)-3-amino-4-(2-trifluoromethylphenyl)-butyric acid